2-[4-(1,3-benzothiazol-2-yl-methyl)piperazin-1-yl]-N-ethylsulfonyl-4-propoxy-benzamide S1C(=NC2=C1C=CC=C2)CN2CCN(CC2)C2=C(C(=O)NS(=O)(=O)CC)C=CC(=C2)OCCC